2-Chloro-5-iodo-4-isopropoxy-7-((2-(trimethylsilyl)ethoxy)methyl)-7H-pyrrolo[2,3-d]pyrimidine ClC=1N=C(C2=C(N1)N(C=C2I)COCC[Si](C)(C)C)OC(C)C